C(CCC)OC(=O)C(C(=O)O)CC(C(=O)O)C1=CC=CC=C1 2-(butoxycarbonyl)-4-phenylpentanedioic acid